2-(difluoromethoxy)-4-(2-phenyl-1,3-oxazol-4-yl)benzaldehyde FC(OC1=C(C=O)C=CC(=C1)C=1N=C(OC1)C1=CC=CC=C1)F